2-(6-amino-1-(methylamino)-2,7-naphthyridin-4-yl)benzo[d]oxazol-5-ol NC=1C=C2C(=CN=C(C2=CN1)NC)C=1OC2=C(N1)C=C(C=C2)O